N[C@@H](C)C=1N(C(C2=C(C=CC=C2C1)C#CC=1C=NN(C1)C)=O)C1=CC=CC=C1 (S)-3-(1-aminoethyl)-8-((1-methyl-1H-pyrazol-4-yl)ethynyl)-2-phenylisoquinoline-1(2H)-one